C(C)(C)(CC)C1CCC(CC1)N(C(C1=CC(C(=O)N)=CC(=C1)NC(=O)C1CCC(CC1)C(C)(C)CC)=O)C1CCC(CC1)C(C)(C)CC N,N-di(4-tert-pentylcyclohexyl)-5-(4-tert-pentylcyclohexylcarbonylamino)isophthalamide